4-ethyl-2-methyl-oxazole C(C)C=1N=C(OC1)C